1-Bromo-4-((2,2-dimethylpent-4-yn-1-yl)oxy)-3-(3-iodophenyl)-3-methylbutan-2-one BrCC(C(COCC(CC#C)(C)C)(C)C1=CC(=CC=C1)I)=O